OC1CC(C1)CCNC(O[C@H]1[C@H](NC[C@@H]1O)CC1=CC=C(C=C1)C1=CN=CS1)=O (2R,3S,4S)-4-hydroxy-2-(4-(thiazol-5-yl)benzyl)pyrrolidin-3-yl (2-((1s,3S)-3-hydroxycyclobutyl)ethyl)carbamate